C(C)OC(=O)C=1N=C2N(C3=CC=CC=C3C(=C2)OCC2=CC=CC=C2)C1 5-(benzyloxy)imidazo[1,2-a]quinoline-2-carboxylic acid ethyl ester